CN(C=1C=C(OCCOCC=2N=C(OC2)N(CC2=CC(=CC=C2)N2CCOCC2)CC2=CC(=CC=C2)OC)C=CC1)C 4-((2-(3-(dimethylamino)phenoxy)ethoxy)methyl)-N-(3-methoxybenzyl)-N-(3-morpholinobenzyl)oxazol-2-amine